(S)-7-(2-((4-(3-(dimethylamino)pyrrolidin-1-yl)-2-ethylphenyl)amino)-5-(trifluoromethyl)pyrimidin-4-yl)-4-methyl-3,4-dihydrothieno[2,3-f][1,4]thiazepin-5(2H)-one 1,1-dioxide CN([C@@H]1CN(CC1)C1=CC(=C(C=C1)NC1=NC=C(C(=N1)C1=CC2=C(C(N(CCS2(=O)=O)C)=O)S1)C(F)(F)F)CC)C